BrC1=C(C2=C(C3(N(C2=O)C([2H])([2H])[2H])CC3)S1)C 2'-Bromo-3'-methyl-5'-(trideuteriomethyl)spiro[cyclopropane-1,6'-thieno[2,3-c]pyrrole]-4'-one